N-(4-([1,2,4]triazolo[1,5-c]pyrimidin-7-yloxy)-3-methylphenyl)-5-((3R,4S)-3-(dimethylamino)-4-fluoropyrrolidin-1-yl)-6-methoxyquinazolin-4-amine N=1C=NN2C=NC(=CC21)OC2=C(C=C(C=C2)NC2=NC=NC1=CC=C(C(=C21)N2C[C@H]([C@H](C2)F)N(C)C)OC)C